ClC/1CCCC\C1=C/O (E)-2-chloro-3-(hydroxymethylene)cyclohexane